FC1(CCCCC1)CNC=1N=CC2=C(N1)NC=C2C2=CC=C1C(CC(OC1=C2)(C)C)=O 7-(2-(((1-fluorocyclohexyl)methyl)amino)-7H-pyrrolo[2,3-d]pyrimidin-5-yl)-2,2-dimethylchroman-4-one